C1CC12CCN(CC2)C=2OC1=C(C=C(C=C1C(C2C)=O)C)C(C)NC=2C(=NC(=CC2)Cl)C(=O)O 3-[1-[2-(6-azaspiro[2.5]octan-6-yl)-3,6-dimethyl-4-oxo-chromen-8-yl]ethylamino]-6-chloro-pyridine-2-carboxylic acid